O[C@@]1(CC[C@@]2([C@H]3CC[C@@]4([C@@](CC[C@H]4[C@@H]3CC[C@H]2C1)([2H])C(C([2H])N1C(=NC(=C1[2H])[2H])[2H])=O)C)C)COC([2H])([2H])[2H] 1-((3R,5S,8R,9S,10S,13S,14S,17S)-3-hydroxy-3-((methoxy-d3)methyl)-10,13-dimethylhexadecahydro-1H-cyclopenta[a]phenanthren-17-yl-17-d)-2-(1H-imidazol-1-yl-d3)ethan-1-one-2-d